2-chloro-1,3-diisopropyl-4,5-dihydro-1H-imidazol-3-ium hexafluorophosphate F[P-](F)(F)(F)(F)F.ClC=1N(CC[N+]1C(C)C)C(C)C